C(C)(=O)N1CCN(CC1)CC1CCN(CC1)C(CN1N=CC(=C1)NC1=NN2C(C(=CC=C2)N2CC(C2)(C2=CC(=CC=C2)Cl)CC#N)=N1)=O 2-[1-[2-[[1-[2-[4-[(4-acetylpiperazin-1-yl)methyl]-1-piperidyl]-2-oxo-ethyl]pyrazol-4-yl]amino]-[1,2,4]triazolo[1,5-a]pyridin-8-yl]-3-(3-chlorophenyl)azetidin-3-yl]acetonitrile